6-((bis(pyridin-2-ylmethyl)amino)methyl)-N-(2-mercaptoethyl)nicotinamide N1=C(C=CC=C1)CN(CC1=NC=CC=C1)CC1=NC=C(C(=O)NCCS)C=C1